5-bromopentanoyl-tryptophan methyl ester COC([C@@H](NC(CCCCBr)=O)CC1=CNC2=CC=CC=C12)=O